ethyl cyclohexylformate (ethyl cyclohexyl-carboxylate) C(C)C1(CCCCC1)C(=O)O.C1(CCCCC1)C(=O)OCC